5-(3,4-difluorophenoxy)pyridin-2-amine FC=1C=C(OC=2C=CC(=NC2)N)C=CC1F